ClC1=C(C(=O)NC=2C=C3C=C(N(C3=CC2)CCOC)C(=O)NC2=CC(=CC=C2)OC(F)(F)F)C=C(C=C1)CNC(C(C)C)=O 5-(2-chloro-5-(isobutyrylaminomethyl)benzoylamino)-1-(2-methoxyethyl)-N-(3-(trifluoromethoxy)phenyl)-1H-indole-2-carboxamide